tert-butyl 6-(Benzothiophen-5-yl)-3-methyl-3,4-dihydro-2H-pyridine-1-carboxylate S1C=CC2=C1C=CC(=C2)C2=CCC(CN2C(=O)OC(C)(C)C)C